(S)-4-(4-bromo-2-fluorobenzyl)oxazolidin-2-one BrC1=CC(=C(C[C@@H]2NC(OC2)=O)C=C1)F